C(C)N1N=CC(=C1)S(=O)(=O)N1C[C@]2(CC3=C(C=C2CC1)N(N=C3)C3=CC=C(C=C3)F)C(=O)C3=NC=CC(=C3)C(F)(F)F (R)-(6-((1-ethyl-1H-pyrazol-4-yl)sulfonyl)-1-(4-fluorophenyl)-4,4a,5,6,7,8-hexahydro-1H-pyrazolo[3,4-g]isoquinolin-4a-yl)(4-(trifluoromethyl)pyridin-2-yl)methanone